ClC1=CC=C(OCC(ON=C(CC)C=2C(CC(CC2O)CC(C)SCC)=O)C)C=C1 2-{1-[2-(4-chloro-phenoxy)-1-methyl-ethoxyimino]-propyl}-5-(2-ethylthio-propyl)-3-Hydroxy-cyclohex-2-enone